methyl [2-cyano-6-(trifluoromethyl)phenyl]carbamate C(#N)C1=C(C(=CC=C1)C(F)(F)F)NC(OC)=O